C([C@@H]1[C@H]([C@@H]([C@H](C(O1)O)O)O)O[C@H]2[C@@H]([C@H]([C@H]([C@H](O2)COP(=O)([O-])[O-])O)O)O)O The molecule is an organophosphate oxoanion arising from deprotonation of the phosphate OH groups of lactose 6-phosphate; major species at pH 7.3. It is a conjugate base of a lactose 6'-phosphate.